C(C1=CC=CC=C1)SC1=NC(=CC=C1F)Cl 2-benzylsulfanyl-6-chloro-3-fluoro-pyridine